CC([C]1[CH][CH][CH][C]1P(C2CCCCC2)C3CCCCC3)P(C4CCCCC4)C5CCCCC5.[CH]1[CH][CH][CH][CH]1.[Fe] (1S)-1-(dicyclohexylphosphino)-2-[(1S)-1-(dicyclohexylphosphino)ethyl]ferrocene